COC(C1=CC(=C(C=C1)CBr)F)=O.O=S1(CCN(CC1)C(=O)N(C1=CC=CC=C1)CC1=C(C=C(C(=O)OC)C=C1)F)=O Methyl 4-((1,1-dioxido-N-phenylthiomorpholine-4-carboxamido)methyl)-3-fluorobenzoate Methyl-4-(bromomethyl)-3-fluorobenzoate